FC(C=1C(=C(C=CC1)[C@@H](C)NC1=NN(C(C=2C1=CN(C(C2)=O)[C@H]2[C@@H](COCC2)F)=O)C)F)F 4-(((R)-1-(3-(difluoromethyl)-2-fluorophenyl)ethyl)amino)-6-((3S,4R)-3-fluorotetrahydro-2H-pyran-4-yl)-2-methyl-2,6-dihydropyrido[3,4-d]pyridazine-1,7-dione